BrC=1C=C(C(=NC1C)NC)F 5-bromo-3-fluoro-N,6-dimethylpyridin-2-amine